C(C)(=O)C1C(OC(=CC1=O)C)=O acetyl-6-methyl-2H-pyran-2,4(3H)-dione